FC(CN1C(N(C2=NC=C(C(=C21)C)C2=CC=C(C=C2)F)[C@H](CS(=O)(=O)C)C2=NC(=C(C=C2)OC(C)C)OCC)=O)F (S)-1-(2,2-Difluoroethyl)-3-(1-(6-ethoxy-5-isopropoxypyridin-2-yl)-2-(methylsulfonyl)ethyl)-6-(4-fluorophenyl)-7-methyl-1H-imidazo[4,5-b]pyridin-2(3H)-one